C[N+]1(CC=C(C=C1)C1=CC=[NH+]C=C1)C 1,1-dimethyl-4,4-bipyridinium